5-[4-([[(2R,3S)-3-[(tert-butoxycarbonyl)amino]-5-carbamoylpentan-2-yl]oxy]methyl)-3-methylphenyl]pentanoic acid C(C)(C)(C)OC(=O)N[C@H]([C@@H](C)OCC1=C(C=C(C=C1)CCCCC(=O)O)C)CCC(N)=O